C(C)(C)(C)OC(=O)N1C[C@@H]2N([C@@H](CN(C2)C2=C3C=CC=NC3=C(C=C2)C#N)C)CC1.C(=C)[Si](OC(=C)C)(OC(=C)C)OC(=C)C vinyl-tris(isopropenyloxy)silane tert-butyl-(4R,9aR)-2-(8-cyano-5-quinolyl)-4-methyl-3,4,6,7,9,9a-hexahydro-1H-pyrazino[1,2-a]pyrazine-8-carboxylate